NC=1C=CC(=C(C1)N1N=C(N(C1=O)C(F)F)C)Cl 1-(5-Amino-2-chlorophenyl)-4-(difluoromethyl)-methyl-1H-1,2,4-triazol-5(4H)-one